C(C)(=O)NCC1=C(C=CC=C1F)C=1C=CC=2N(C1)C=C(N2)NC(=O)[C@H]2[C@H](C2)F (1S,2S)-N-(6-(2-(acetamidomethyl)-3-fluorophenyl)imidazo[1,2-a]pyridin-2-yl)-2-fluorocyclopropanecarboxamide